(4-sulfobutyl)-1,1-dimethyl-2-(2-(1-methylquinolin-3-yl)vinyl)-1H-benzo[e]indole S(=O)(=O)(O)CCCCC1=CC2=C(C=3C(C(=NC13)C=CC=1CN(C3=CC=CC=C3C1)C)(C)C)C=CC=C2